2-amino-2-phenylacetonitrile NC(C#N)C1=CC=CC=C1